4-[[3-(2,3-difluoro-4-methoxy-phenyl)imidazo[1,2-a]pyrazin-8-yl]amino]-2-methyl-N-(pyrrolidin-3-ylmethyl)benzamide FC1=C(C=CC(=C1F)OC)C1=CN=C2N1C=CN=C2NC2=CC(=C(C(=O)NCC1CNCC1)C=C2)C